C(C(=C)C)(=O)OC1C2C3CCCC3C(C1)C2 tricyclo[5.2.1.02,6]dec-8-yl methacrylate